1-(3-(3-(1H-imidazol-1-yl)quinoxaline-6-carbonyl)-4,5-difluorophenyl)-3-(3-fluorophenyl)urea N1(C=NC=C1)C=1C=NC2=CC=C(C=C2N1)C(=O)C=1C=C(C=C(C1F)F)NC(=O)NC1=CC(=CC=C1)F